cyclopropyl-4-methyl-2-(4-(methylsulfonyl)phenyl)-6-(3-((4-(pyrrolidin-1-yl)piperidin-1-yl)methyl)phenyl)-1H-benzo[d]imidazole C1(CC1)N1C(=NC2=C1C=C(C=C2C)C2=CC(=CC=C2)CN2CCC(CC2)N2CCCC2)C2=CC=C(C=C2)S(=O)(=O)C